Trans-tert-butyl N-[4-[2-(tert-butoxycarbonylamino)-5-azaspiro[2.4]heptan-5-yl]-3-chloro-5,6-difluoro-9H-pyrido[2,3-b]indol-8-yl]-N-methyl-carbamate C(C)(C)(C)OC(=O)NC1CC12CN(CC2)C2=C(C=NC=1NC3=C(C=C(C(=C3C12)F)F)N(C(OC(C)(C)C)=O)C)Cl